O1C2=C(SCC1)C=CC=C2 benzo[b][1,4]oxathiane